N1CC(C1)NC(=O)C1=CC=2N=C(N=C(C2S1)N1CCOCC1)N/N=C/C=1C=C(C=CC1)C N-(azetidin-3-yl)-4-morpholino-2-[(2E)-2-(m-tolylmethylene)hydrazino]thieno[3,2-d]pyrimidine-6-carboxamide